O1NC=CCC1C(=O)[O-] oxazin-6(5H)-carboxylate